C1(C2N(CC(O1)=O)CN(CC2)[2H])=O 5,6,8,9-tetrahydro-1H-pyrimido[1,6-d][1,4]oxazine-1,3(2H)-dione-7-d